C(C)OC(=O)C=1OC2=C(C1COC1=C(C=CC=C1)CC(=O)OCC)C=C(C=C2)C2=CC(=CC=C2)CN 5-(3-(aminomethyl)phenyl)-3-((2-(2-ethoxy-2-oxoethyl)phenoxy)methyl)benzofuran-2-carboxylic acid ethyl ester